4-(2'-fluoro-[1,1'-biphenyl]-4-yl)-N-(6-hydroxypyridin-3-yl)butanamide FC1=C(C=CC=C1)C1=CC=C(C=C1)CCCC(=O)NC=1C=NC(=CC1)O